N-(3-Aminocarbamimidoylphenyl)-2-(4-fluoro-2-methylphenoxy)-4-methoxybenzamide NNC(=N)C=1C=C(C=CC1)NC(C1=C(C=C(C=C1)OC)OC1=C(C=C(C=C1)F)C)=O